C=C1SC=CC1N1C(SC(=CC1O)C1=CC=C(C=C1)OC)=S 3-(2-methylenethienyl)-4-hydroxy-6-(4-methoxyphenyl)-1,3-thiazine-2-thione